NC1=NC2=CC(=CC=C2C(=N1)C=1N=NN(C1)CC1=CC=CC(=N1)C(C)(C)O)F 2-(6-{[4-(2-amino-7-fluoroquinazolin-4-yl)-1H-1,2,3-triazol-1-yl]methyl}pyridin-2-yl)propan-2-ol